1-(4-vinylbenzyl)-3,3'-nonamethylenebis(5-amino-1H-1,2,4-triazole) C(=C)C1=CC=C(CC(CCCCCCCCC2=NNC(=N2)N)C2=NNC(=N2)N)C=C1